C1(=CC=C(C=C1)CC=1C=C(SC1)C)C1=CC=CC=C1 4-([1,1'-biphenyl]-4-ylmethyl)-2-methylthiophene